({4-[(2S)-2-(4-chloro-2-fluorophenyl)-2-methyl-2H-1,3-benzodioxol-4-yl]piperidin-1-yl}methyl)-3-[(1-methoxycyclopropyl)methyl]-5-[5-(trifluoromethyl)-4H-1,2,4-triazol-3-yl]pyridine ClC1=CC(=C(C=C1)[C@@]1(OC2=C(O1)C=CC=C2C2CCN(CC2)CC2=NC=C(C=C2CC2(CC2)OC)C2=NN=C(N2)C(F)(F)F)C)F